2-chloro-5,7-dihydrofuro[3,4-b]pyridine ClC1=CC=C2C(=N1)COC2